2-((2-methylmorpholino)methyl)-6,7-dihydropyrazolo[1,5-a]pyrazin-4(5H)-on CC1OCCN(C1)CC1=NN2C(C(NCC2)=O)=C1